3-[3-methyl-4-[[4-(methylamino)-1-piperidinyl]methyl]-2-oxo-benzimidazol-1-yl]piperidine-2,6-dione CN1C(N(C2=C1C(=CC=C2)CN2CCC(CC2)NC)C2C(NC(CC2)=O)=O)=O